OCCNS(=O)(=O)C(F)(F)F hydroxyethyl-trifluoromethanesulfonamide